N-(4,4-difluorocyclohexylidene)hydroxylamine FC1(CCC(CC1)=NO)F